(2S,5S,24S,45S,48S)-24-amino-2,48-dimethyl-4,7,23,27,43,46-hexaoxo-5,45-di(propan-2-yl)-10,13,16,19,31,34,37,40-octaoxa-3,6,22,28,44,47-hexaazanonatetracontane-1,49-dioic acid N[C@H](C(NCCOCCOCCOCCOCCC(N[C@H](C(N[C@H](C(=O)O)C)=O)C(C)C)=O)=O)CCC(NCCOCCOCCOCCOCCC(N[C@H](C(N[C@H](C(=O)O)C)=O)C(C)C)=O)=O